1-((3-(5-(2,3-difluorophenyl)-4,5-dihydro-1H-pyrazole-1-carbonyl)bicyclo[1.1.1]pentan-1-yl)methyl)-1H-indazole-5-carbonitrile FC1=C(C=CC=C1F)C1CC=NN1C(=O)C12CC(C1)(C2)CN2N=CC1=CC(=CC=C21)C#N